COC=1C=CC(=C(C1)O)C1=NN=C(C2=CC=CC=C12)N[C@H]1CN(CCC1)C (R)-5-methoxy-2-(4-((1-methylpiperidin-3-yl)amino)phthalazin-1-yl)phenol